C(C)(C)(C)OC(=O)N1CCC2(CN(C2)C2=CC3=C(N=C(N=C3N[C@H](C)C3=C(C(=CC=C3)C(F)F)F)C)C=N2)CC1 2-[4-({(1R)-1-[3-(difluoromethyl)-2-fluorophenyl]ethyl}amino)-2-methylpyrido[3,4-d]pyrimidin-6-yl]-2,7-diazaspiro[3.5]nonane-7-carboxylic acid tert-butyl ester